(S)-1-(6-(4-(5-chloro-6-methyl-1H-indazol-4-yl)-3-(2-ethyl-2-methyl-4-(pyridazin-4-yl)piperazin-1-yl)-5-methyl-1H-pyrazol-1-yl)-2-azaspiro[3.3]heptan-2-yl)prop-2-en-1-one ClC=1C(=C2C=NNC2=CC1C)C=1C(=NN(C1C)C1CC2(CN(C2)C(C=C)=O)C1)N1[C@@](CN(CC1)C1=CN=NC=C1)(C)CC